C1(CC1)N1N=CC=C1C(=O)N1[C@@H](C2=C(CC1)NC=N2)C2=NN1C(C(=CC=C1)C)=C2 (S)-(1-cyclopropyl-1H-pyrazol-5-yl)(4-(4-methylpyrazolo[1,5-a]pyridin-2-yl)-6,7-dihydro-1H-imidazo[4,5-c]pyridin-5(4H)-yl)methanone